(3R,5S)-tricyclo[3.3.1.13,7]Decane C12CC3CC(CC(C1)C3)C2